CC1=C(C=2C(=N[C@H](C=3N(C2S1)C(=NN3)C)CC(=O)OC(C)(C)C)C3=CC=C(C=C3)NC(CCCCCCCCCCCCCCC)=O)C tert-butyl (S)-2-(2,3,9-trimethyl-4-(4-palmitamidophenyl)-6H-thieno[3,2-f][1,2,4]triazolo[4,3-a][1,4]diazepin-6-yl)acetate